CC1(CC=2C(C3=CC=CC=C3C(C2C=C1)=O)=O)CC 2-methyl-2-ethyl-anthraquinone